3-(6-aminopyridin-3-yl)-N-((5-(5-(4,4-difluoropiperidine-1-thiocarbonyl)pyridin-2-yl)-7-(trifluoromethyl)benzofuran-2-yl)methyl)acrylamide NC1=CC=C(C=N1)C=CC(=O)NCC=1OC2=C(C1)C=C(C=C2C(F)(F)F)C2=NC=C(C=C2)C(=S)N2CCC(CC2)(F)F